C1(CC1)C=1C(=NN(C1C)CC)NC(C1=CC(=C(C=C1)F)F)=O N-(4-cyclopropyl-1-ethyl-5-methyl-1H-pyrazol-3-yl)-3,4-difluorobenzamide